(S)-quinuclidin-3-yl (5-(2-fluoro-5-methylphenyl)-2,2-dimethyl-2,3-dihydro-1H-inden-1-yl)carbamate FC1=C(C=C(C=C1)C)C=1C=C2CC(C(C2=CC1)NC(O[C@@H]1CN2CCC1CC2)=O)(C)C